C(#C)[C@]1([C@]2(C)[C@@H](CC1)[C@@H]1CC[C@H]3C[C@H](O)CC[C@]3(C)[C@H]1CC2)O 17α-ethynyl-3α-androstanediol